aluminum-silicon-magnesium oxygen (S)-1-(1-propionylpyrrolidin-3-yl)-3-phenyl-7-(3-methyl-4-(4-methylpiperazin-1-yl)anilino)-3,4-dihydropyrimido[4,5-d]pyrimidin-2(1H)-one C(CC)(=O)N1C[C@H](CC1)N1C(N(CC=2C1=NC(=NC2)NC2=CC(=C(C=C2)N2CCN(CC2)C)C)C2=CC=CC=C2)=O.[O].[Mg].[Si].[Al]